FC=1C=C(C=C(C1)OCC(C)C)C1=CC=C(C(=N1)N1C(C[C@@H](C1)C)(C)C)C(=O)NS(=O)(=O)N1[C@@H]2COC(C1)C2 6-(3-Fluoro-5-isobutoxyphenyl)-N-[[(4S)-2-oxa-5-azabicyclo[2.2.1]heptan-5-yl]sulfonyl]-2-[(4S)-2,2,4-trimethylpyrrolidin-1-yl]pyridin-3-carboxamid